CC(CN1C(C=CC1=O)=O)(CC(CCN1C(C=CC1=O)=O)C)C 1,1'-(2,2,4-trimethylhexane-1,6-diyl)bis-1H-pyrrole-2,5-dione